FC1([C@@](C1)(C)CNC1=NC(=NC2=CC(=C(C=C12)OC)OCCCN1CCCC1)N1CCC(CC1)(F)F)F (R)-N-((2,2-difluoro-1-methylcyclopropyl)methyl)-2-(4,4-difluoropiperidin-1-yl)-6-methoxy-7-(3-(pyrrolidin-1-yl)propoxy)quinazolin-4-amine